(S)- and (R)-1-(1H-indol-3-yl)-2-((2-(1-methyl-1H-pyrazol-4-yl)ethyl)amino)-2-phenylethan-1-one N1C=C(C2=CC=CC=C12)C([C@H](C1=CC=CC=C1)NCCC=1C=NN(C1)C)=O |r|